N-(3-chloro-4-fluoro-phenyl)-5-methyl-thiazole ClC=1C=C(C=CC1F)N1CSC(=C1)C